tert-butyl (E)-5-((hydroxy imino)methyl)-2-methoxybenzoate O\N=C\C=1C=CC(=C(C(=O)OC(C)(C)C)C1)OC